N1(CCCC12CCNCC2)CC=2C(=NC(=CC2)C(F)(F)F)CC(=O)NS(=O)(=O)C2CC2 2-(3-((1,8-diazaspiro[4.5]dec-1-yl)methyl)-6-(trifluoromethyl)pyridin-2-yl)-N-(cyclopropylsulfonyl)acetamide